2-[4-(3-methoxypyridin-2-yl)piperazin-1-yl]-6-azaspiro[3.4]octane-6-carboxylic acid ethyl ester C(C)OC(=O)N1CC2(CC(C2)N2CCN(CC2)C2=NC=CC=C2OC)CC1